tert-butyl (E)-(3-((2-amino-5-carbamoyl-1-(4-hydroxybut-2-en-1-yl)-1H-benzo[d]imidazol-7-yl)oxy)propyl)carbamate NC1=NC2=C(N1C\C=C\CO)C(=CC(=C2)C(N)=O)OCCCNC(OC(C)(C)C)=O